(3-(4-chlorobenzoyl)-1-(cyclobutylmethyl)-6-hydroxy-1H-indol-2-yl)-2,2-dimethylpropanoic acid ClC1=CC=C(C(=O)C2=C(N(C3=CC(=CC=C23)O)CC2CCC2)CC(C(=O)O)(C)C)C=C1